C(C)(C)(C)OC(CC[C@@H](C(=O)N)N1C(C2=CC=C(C=C2C1)O)=O)=O (S)-5-amino-4-(5-hydroxy-1-oxoisoindolin-2-yl)-5-oxopentanoic acid tert-butyl ester